CC=1C(=C2C=NNC2=CC1)C=1C=C2C=CN(C2=CC1)C1CN(CC1)C(C=C)=O 1-(3-(5-(5-methyl-1H-indazol-4-yl)-1H-indol-1-yl)pyrrolidin-1-yl)prop-2-en-1-one